1-(3-pyridylsulfonyl)-2-bromo-1H-pyrrole-3-carbonitrile N1=CC(=CC=C1)S(=O)(=O)N1C(=C(C=C1)C#N)Br